(4,6-dimethyl-2-oxo-1,2-dihydropyridin-3-yl)methyl-3-(ethyl-(Tetrahydro-2H-pyran-4-yl)amino)-2-methyl-5-(trans-3-(piperidin-1-yl)cyclobutoxy)benzamide CC1=C(C(NC(=C1)C)=O)CC1=C(C(=C(C(=O)N)C=C1O[C@@H]1C[C@H](C1)N1CCCCC1)C)N(C1CCOCC1)CC